N-(m-tolylaminomethylthio)carbamic acid ethyl ester C(C)OC(NSCNC=1C=C(C=CC1)C)=O